(4R)-4-hydroxy-1-[2-(3-hydroxyisoxazol-5-yl)-3-methyl-butanoyl]-N-[[4-(4-methylthiazol-5-yl)phenyl]methyl]pyrrolidine-2-carboxamide O[C@@H]1CC(N(C1)C(C(C(C)C)C1=CC(=NO1)O)=O)C(=O)NCC1=CC=C(C=C1)C1=C(N=CS1)C